2-[2-(3-Chlorophenyl)ethynyl]-1-methyl-5-(6-methyl-3-pyridyl)imidazole-4-carbonitrile ClC=1C=C(C=CC1)C#CC=1N(C(=C(N1)C#N)C=1C=NC(=CC1)C)C